Cl.C1(CC1)N1N=C(N=N1)C1=CC=C(OC\C(\CN)=C\F)C=C1 (E)-2-[[4-(2-cyclopropyltetrazol-5-yl)phenoxy]methyl]-3-fluoro-prop-2-en-1-amine hydrochloride